2-(3-{3-[(cyclobutylamino)methyl]pyrrolidin-1-yl}-1,2,4-triazin-6-yl)-5-(1-methyl-1H-pyrazol-4-yl)phenol hydrochloride Cl.C1(CCC1)NCC1CN(CC1)C=1N=NC(=CN1)C1=C(C=C(C=C1)C=1C=NN(C1)C)O